TRIAZINYL-SULFONAMIDE N1=NN=C(C=C1)S(=O)(=O)N